methyl (1S,3S)-3-((6-(4-((((R)-1-(2-chlorophenyl)ethoxy)carbonyl) amino)-3-methylisoxazol-5-yl)-2-methylpyridin-3-yl)oxy)cyclohexane-1-carboxylate ClC1=C(C=CC=C1)[C@@H](C)OC(=O)NC=1C(=NOC1C1=CC=C(C(=N1)C)O[C@@H]1C[C@H](CCC1)C(=O)OC)C